CNC(O[C@@H]1CC[C@H](CC1)C(N(C1=CC(=CC=C1)C=1C=NN(C1)C1CC1)C[C@@H]1CC[C@H](CC1)C=1C=NC(=C(C1)Cl)OC)=O)=O trans-4-(((trans-4-(5-Chloro-6-methoxy-pyridin-3-yl)cyclohexyl)methyl)(3-(1-cyclopropyl-1H-pyrazol-4-yl)phenyl)-carbamoyl)cyclohexyl methylcarbamate